C(#[Al])[Al]=C=[Al]C#[Al] ALUMINUM CARBIDE